[Cl-].C(C(=C)C)(=O)NCCC[N+](C)(C)C methacrylamidopropyl-trimethyl-ammonium chloride